N-[1-(dicyclopropylmethyl)-2-[4-(3,5-dimethyl-1H-pyrazol-4-yl)anilino]-2-oxo-ethyl]-2-isopropyl-pyrazole-3-carboxamide C1(CC1)C(C(C(=O)NC1=CC=C(C=C1)C=1C(=NNC1C)C)NC(=O)C=1N(N=CC1)C(C)C)C1CC1